1-(cyclohexanecarbonyl)-N-((5-(5-(difluoromethyl)-1,3,4-oxadiazol-2-yl)pyridin-2-yl)methyl)-3-fluoro-N-(3-fluorophenyl)azetidine-3-carboxamide C1(CCCCC1)C(=O)N1CC(C1)(C(=O)N(C1=CC(=CC=C1)F)CC1=NC=C(C=C1)C=1OC(=NN1)C(F)F)F